CC1=C(C=C(CN2C(C=3NN=C(C3C2)NC(C2=CC=CC=C2)=O)(C)C)C=C1)F N-[5-(4-methyl-3-fluorobenzyl)-6,6-dimethyl-1,4,5,6-tetrahydropyrrolo[3,4-c]pyrazol-3-yl]benzamide